trifluorobenzenesulfonic acid amide FC1=C(C(=C(C=C1)S(=O)(=O)N)F)F